C(C)C1=C(C=NC=C1)C1CN(C1)C(=O)[C@@H]1CC[C@H]2N1C([C@H](C[C@@H]1[C@H](C2)C1)NC(=O)C1=CC2=C(S1)C=CC=C2)=O 2-(((3S,6S,7aR,8aS,9aR)-3-(3-(4-ethylpyridin-3-yl)azetidine-1-carbonyl)-5-oxodecahydro-1H-cyclopropa[d]pyrrolo[1,2-a]azocin-6-yl)carbamoyl)benzo[b]thiophen